Ethyl 2-(ethoxymethylene)-4,4-difluoroacetoacetate C(C)OC=C(C(=O)OCC)C(=O)C(F)F